BrC1=C2C(=CN(C2=CC=C1)C1C(NC(CC1)=O)=O)C 3-(4-Bromo-3-methyl-1H-indol-1-yl)piperidine-2,6-dione